tetrahydro-1,3-naphthyridine N1CNCC2=CC=CC=C12